4-(2-chlorothiazol-5-yl)-5H-oxathiazole 2,2-dioxide ClC=1SC(=CN1)C1=NS(OC1)(=O)=O